2-(4-carboxy-3',4'-difluoro[1,1'-biphenyl]-3-yl)-6-hydroxy-1,3-dioxo-2,3-dihydro-1H-isoindole-5-carboxylic acid C(=O)(O)C1=C(C=C(C=C1)C1=CC(=C(C=C1)F)F)N1C(C2=CC(=C(C=C2C1=O)C(=O)O)O)=O